FC=1C(=CC=2N(C1)C=NN2)C#CCO 3-(6-Fluoro-[1,2,4]triazolo[4,3-a]pyridin-7-yl)prop-2-yn-1-ol